1-((6-acetamidopyridin-3-yl)methyl)-N-(4-((4-methylpiperazin-1-yl)methyl)-3-(trifluoromethyl)phenyl)indoline-6-carboxamide C(C)(=O)NC1=CC=C(C=N1)CN1CCC2=CC=C(C=C12)C(=O)NC1=CC(=C(C=C1)CN1CCN(CC1)C)C(F)(F)F